C(C)C(CC=1C=C(SC1)C1=C(C(=C(C2=NSN=C21)C=2SC=C(C2)CC(CCCC)CC)F)F)CCCC 4,7-bis(4-(2-ethylhexyl)-2-thienyl)-5,6-difluoro-2,1,3-benzothiadiazole